N1=CN=C(C2=C1SC=C2)N2CCC(CC2)CN2N=C(C=CC2=O)N2N=CN=C2 2-[(1-thieno[2,3-d]pyrimidin-4-ylpiperidin-4-yl)methyl]-6-(1,2,4-triazol-1-yl)pyridazin-3-one